7-bromo-1,2,3,4-tetrahydroisoquinoline hydrochloride salt Cl.BrC1=CC=C2CCNCC2=C1